6-chloro-2,4-dimethylquinoline ClC=1C=C2C(=CC(=NC2=CC1)C)C